BrC=1C=CC(=C(NC(CC(=O)O)C)C1)[N+](=O)[O-] 3-(5-bromo-2-nitro-anilino)butyric acid